NC1=NC=CC2=C1N(C(N2[C@H]2CNC[C@@H](C2)O)=O)C2=CC=C(C=C2)OC2=CC=CC=C2 4-amino-1-[(3R,5R)-5-hydroxy-3-piperidinyl]-3-(4-phenoxyphenyl)imidazo[4,5-c]Pyridin-2-one